2-(3-(1-(5-(3-((4-methyl-1H-indol-5-yl)oxy)phenyl)-1H-pyrazol-1-yl)ethyl)phenyl)acetic acid CC1=C2C=CNC2=CC=C1OC=1C=C(C=CC1)C1=CC=NN1C(C)C=1C=C(C=CC1)CC(=O)O